5-((6-(hydroxymethyl)benzo[d]thiazol-2-yl)amino)-2-isobutoxybenzonitrile OCC1=CC2=C(N=C(S2)NC=2C=CC(=C(C#N)C2)OCC(C)C)C=C1